[6-(5-cyclopropyl-4H-1,2,4-triazol-3-yl)-2-azaspiro[3.3]heptan-2-yl]-[3-[6-[rac-(3R)-3-hydroxy-3-(trifluoromethyl)pyrrolidin-1-yl]-3-pyridyl]azetidin-1-yl]methanone C1(CC1)C=1NC(=NN1)C1CC2(CN(C2)C(=O)N2CC(C2)C=2C=NC(=CC2)N2C[C@](CC2)(C(F)(F)F)O)C1 |r|